triethylethylsilane C(C)[Si](CC)(CC)CC